Tetrahydro-2H-pyran-4-yl (R)-(8-amino-6-(4,8-dimethyl-5,6,7,8-tetrahydro-1,5-naphthyridin-3-yl)-7-fluoroisoquinolin-3-yl)carbamate NC=1C(=C(C=C2C=C(N=CC12)NC(OC1CCOCC1)=O)C=1C=NC=2[C@@H](CCNC2C1C)C)F